FC1=CC=C(C=C1)NC(=O)C1(CC1)C(=O)NC1=CC=C(C=C1)OC1=CC=NC2=CC(=C(C=C12)C)C(NC)=O 1-N'-(4-fluorophenyl)-1-N-[4-[6-methyl-7-(methylcarbamoyl)quinolin-4-yl]oxyphenyl]cyclopropane-1,1-dicarboxamide